C(C)OC(=O)C1=NC(=C(N=C1N1CCC2([C@@H]([C@@H](OC2)C)NC(=O)OC(C)(C)C)CC1)C)Br 6-bromo-3-((3S,4S)-4-((tert-Butoxycarbonyl)amino)-3-methyl-2-oxa-8-azaspiro[4.5]decan-8-yl)-5-methylpyrazine-2-carboxylic acid ethyl ester